CC1=CC=C(C=C1)S(=O)(=O)OCCC#C 3-butynyl p-toluenesulfonate